N1=C(C(=C(C(=C1N1C2=CC=CC=C2C=2C=CC=C(C12)C)N1C2=CC=CC=C2C=2C=CC=C(C12)C)C1=CC=NC=C1)N1C2=CC=CC=C2C=2C=CC=C(C12)C)N1C2=CC=CC=C2C=2C=CC=C(C12)C 9,9',9'',9'''-([4,4'-bipyridine]-2,3,5,6-tetrayl)tetrakis(1-methyl-9H-carbazole)